N1(N=CC=C1)CC1=CC=C(C=C1)NC=1N=CC2=C(N1)CN(CC2)C(=O)OC(C)(C)C tert-butyl 2-({4-[(1H-pyrazol-1-yl)methyl]phenyl}amino)-5H,6H,7H,8H-pyrido[3,4-d]pyrimidine-7-carboxylate